2-prop-2-enylnaphthalene C(C=C)C1=CC2=CC=CC=C2C=C1